BrC(CN1CN(CN(C1)CC(CBr)Br)CC(CBr)Br)CBr 1,3,5-tris(2,3-dibromopropyl)-1,3,5-triazinane